(methacryloxymethyl)-methyldiethoxy-silane C(C(=C)C)(=O)OC[Si](OCC)(OCC)C